C1(=CC=C(C=C1)[C@@H](C)N1N=CC2=CC=CC(=C12)C(=O)NC1CC2(CCC2)C1)C1=CC=CC=C1 (Ra)-6-(1-((R)-1-([1,1'-Biphenyl]-4-yl)ethyl)-1H-indazol-7-carboxamido)spiro[3.3]heptan